methyl 4-(2-((2,4-dimethoxybenzyl) amino) ethyl)-1-((2-(trimethylsilyl) ethoxy) methyl)-1H-pyrazole-3-carboxylate COC1=C(CNCCC=2C(=NN(C2)COCC[Si](C)(C)C)C(=O)OC)C=CC(=C1)OC